O=C1N(C2=C(N1)C=CC(=C2)NC(OC(C)(C)C)=O)CC(F)(F)F Tert-butyl (2-oxo-3-(2,2,2-trifluoroethyl)-2,3-dihydro-1H-benzo[d]imidazol-5-yl)carbamate